methyl 3-[2-[benzyloxycarbonyl-[3-(tert-butoxycarbonylamino)propyl]amino]ethylamino]benzoate C(C1=CC=CC=C1)OC(=O)N(CCNC=1C=C(C(=O)OC)C=CC1)CCCNC(=O)OC(C)(C)C